C(C)(=O)C1=C(O[C@H]2C[C@H](CC2)NC(OCCCC)=O)C=CC(=C1OC)C butyl ((1S,3R)-3-(2-acetyl-3-methoxy-4-methylphenoxy)cyclopentyl)carbamate